NC=1C=2N(C3=CC(=CC=C3N1)C(=O)N1[C@@H]3[C@H](OCC1)CC=1C=C(C=CC13)Br)C=NC2 |r| Racemic-(4-aminoimidazo[1,5-a]quinoxalin-8-yl)((4aS,9aR)-7-bromo-2,3,9,9a-tetrahydroindeno[2,1-b][1,4]oxazin-4(4aH)-yl)methanone